2,4,5-Trifluoro-N-[4-[(E)-3-[4-[2-hydroxyethyl(methyl)amino]phenyl]prop-2-enoyl]phenyl]benzamide FC1=C(C(=O)NC2=CC=C(C=C2)C(\C=C\C2=CC=C(C=C2)N(C)CCO)=O)C=C(C(=C1)F)F